4-[[3-(3-fluoro-4-methoxyphenyl)imidazo[1,2-a]pyrazin-8-yl]amino]-N,2-dimethyl-N-(piperidin-4-ylmethyl)benzamide FC=1C=C(C=CC1OC)C1=CN=C2N1C=CN=C2NC2=CC(=C(C(=O)N(CC1CCNCC1)C)C=C2)C